1,2-cyclohexanedicarboxylic acid, disodium salt [Na+].[Na+].C1(C(CCCC1)C(=O)[O-])C(=O)[O-]